(2-(m-tolyl)benzo[d]imidazo[2,1-b]thiazol-7-yl)carbamic acid tert-butyl ester C(C)(C)(C)OC(NC1=CC2=C(N3C(S2)=NC(=C3)C=3C=C(C=CC3)C)C=C1)=O